ClC1=C(C(=CC=C1)C1=CC=CC=C1)N chloro-[1,1'-biphenyl]-2-amine